N[C@H]1[C@@H](CN(CC1)C1=CC(=NC=C1C=1C=NN(C1)C(F)F)NC1=NC(=NC=C1)C1=C(C=CC=C1OC)F)O (3R,4R)-4-amino-1-(5-(1-(difluoromethyl)-1H-pyrazol-4-yl)-2-((2-(2-fluoro-6-methoxyphenyl)pyrimidin-4-yl)amino)pyridin-4-yl)piperidin-3-ol